NC1=NC=NC(=C1C=1C=C(C=CC1)NC(C=C)=O)OC1=CC=C(C=C1)OC1=CC=CC=C1 N-(3-(4-amino-6-(4-phenoxyphenoxy)pyrimidin-5-yl)phenyl)acrylamide